C1(CC1)N1C(N(C2=CC=3C(=NN=C(C3C=C21)N[C@H](C)C2=C(C(=CC=C2)C(F)(F)F)F)C)C)=O 3-cyclopropyl-1,8-dimethyl-5-[[(1R)-1-[2-fluoro-3-(trifluoromethyl)phenyl]ethyl]amino]imidazo[4,5-g]phthalazin-2-one